Isoquinoline hydrochloride Cl.C1=NC=CC2=CC=CC=C12